9,9-dimethyl-N-(3-(phenanthren-3-yl)phenyl)-N-(4-(phenanthren-3-yl)phenyl)-9H-fluoren-2-amine CC1(C2=CC=CC=C2C=2C=CC(=CC12)N(C1=CC=C(C=C1)C=1C=CC=2C=CC3=CC=CC=C3C2C1)C1=CC(=CC=C1)C=1C=CC=2C=CC3=CC=CC=C3C2C1)C